1-(cyclopropylmethylsulfonyl)-2-methyl-benzene C1(CC1)CS(=O)(=O)C1=C(C=CC=C1)C